[O-]CCCC.C(C)[Al+]CC diethylaluminum n-butoxide